CN1N=CC2=C1N=CN(C2=O)NC2=C(C=CC=C2)Cl 1-methyl-5-(2-chloroanilino)-1,5-dihydro-4H-pyrazolo[3,4-d]pyrimidine-4-one